3-(3-(2,2-Dimethyl-2,3-dihydropyrido[3,4-f][1,4]oxazepin-4(5H)-yl)-2,3-dihydro-1H-inden-5-yl)-3-(7-methoxy-1-methyl-1H-benzo[d][1,2,3]triazol-5-yl)propanoic acid, formic acid salt C(=O)O.CC1(OC2=C(CN(C1)C1CCC3=CC=C(C=C13)C(CC(=O)O)C1=CC3=C(N(N=N3)C)C(=C1)OC)C=NC=C2)C